C(C)N(C(=O)[C@H]1CN(C)[C@@H]2CC3=CN(C4=CC=CC(C2=C1)=C34)C(=O)C=3C(=CC=CC3)C)CC 1-(o-toluoyl)-lysergic acid diethylamide